2-[3-[3-[6-methoxy-5-[[[(2S)-5-oxopyrrolidin-2-yl]methylamino]methyl]pyrazin-2-yl]-2-methyl-phenyl]-2-methyl-phenyl]-6,7-dihydro-5H-pyrazolo[1,5-a]pyridin-4-one COC1=C(N=CC(=N1)C=1C(=C(C=CC1)C=1C(=C(C=CC1)C1=NN2C(C(CCC2)=O)=C1)C)C)CNC[C@H]1NC(CC1)=O